(2S,3R)-3-hydroxypyrrolidine-1,2-dicarboxylic acid 1-(tert-butyl) ester 2-methyl ester COC(=O)[C@H]1N(CC[C@H]1O)C(=O)OC(C)(C)C